5,5-dimethyl-4,5-dihydro-isoxazole-3-yl-thiourea bromate Br(=O)(=O)O.CC1(CC(=NO1)NC(=S)N)C